1-(6-Bromo-1-methyl-1H-indazol-3-yl)-1,3-diazinon BrC1=CC=C2C(=NN(C2=C1)C)N1C(N=CC=C1)=O